O=C(CC(=O)SCCNC(CCNC([C@@H](C(COP(OP(OC[C@@H]1[C@H]([C@H]([C@@H](O1)N1C=NC=2C(N)=NC=NC12)O)OP(=O)(O)O)(=O)O)(=O)O)(C)C)O)=O)=O)CC(CC(CCC)=O)=O 3,5,7-trioxodecanoyl-CoA